FC1=CC(=C(C=C1)C=1C=C2CN(CC2=CC1)C(CN1N=C(N=C1)C#N)=O)N1CCCC1 1-(2-(5-(4-fluoro-2-(pyrrolidin-1-yl)phenyl)isoindolin-2-yl)-2-oxoethyl)-1H-1,2,4-triazole-3-carbonitrile